ClC1=CC(=C(C(=C1)C(C)C)NC(=O)NS(=O)(=O)C1=CC=C(C=C1)C(C)(C)O)C(C)C N-(4-chloro-2,6-diisopropyl-phenyl-carbamoyl)-4-(2-hydroxy-propan-2-yl)benzene-sulfonamide